C(C1=CC=CC=C1)OC=1C(C(=CN2NCN(C(C21)=O)[C@@H](C)C=C)C(=O)NCC2=C(C=C(C=C2F)F)F)=O (S)-5-(benzyloxy)-3-(but-3-en-2-yl)-4,6-dioxo-N-(2,4,6-trifluorobenzyl)-2,3,4,6-tetrahydro-1H-pyrido[2,1-f][1,2,4]Triazine-7-carboxamide